F[B-](F)(F)F.ClNC(=O)N chlorourea tetrafluoroborate